(5-amino-2-((5-(pyridin-2-yl)-2H-tetrazol-2-yl)methyl)-8-(pyrimidin-4-yl)-[1,2,4]triazolo[1,5-c]pyrimidin-7-yl)benzonitrile NC1=NC(=C(C=2N1N=C(N2)CN2N=C(N=N2)C2=NC=CC=C2)C2=NC=NC=C2)C2=C(C#N)C=CC=C2